methoxymethyl 4-((4-(benzyloxy)-2-methoxy-6-methylbenzoyl)oxy)-3-chloro-2,5,6-trimethylbenzoate C(C1=CC=CC=C1)OC1=CC(=C(C(=O)OC2=C(C(=C(C(=O)OCOC)C(=C2C)C)C)Cl)C(=C1)C)OC